((3-(Benzylcarbamoyl)-5-(trifluoromethyl)phenyl)carbamoyl)(3-((1-(2-hydroxyethyl)-piperidin-4-yl)methyl)-1,2,3-oxadiazol-3-ium-5-yl)amide C(C1=CC=CC=C1)NC(=O)C=1C=C(C=C(C1)C(F)(F)F)NC(=O)[N-]C1=C[N+](=NO1)CC1CCN(CC1)CCO